4-amino-3-hydroxy-7-(hydroxymethyl)quinolin-2(1H)-one NC1=C(C(NC2=CC(=CC=C12)CO)=O)O